C(C1=CC=CC=C1)N1C[C@H](OC(C1)(C)C)CO [(2S)-4-benzyl-6,6-dimethylmorpholin-2-yl]methanol